C(CCCCCCCC=CC=CC=CCCCC)(=O)O.OC=1[C@H](OC(C1O)=O)[C@H](CO)O vitamin C eleostearate